F[C@H]1CN(CCC1)C1=C(C=C(C=C1)C(F)(F)F)[N+](=O)[O-] (R)-3-fluoro-1-(2-nitro-4-(trifluoromethyl)phenyl)piperidine